(E)-3-(dimethylamino)-1-(2-methylcyclopropyl)prop-2-en-1-one CN(/C=C/C(=O)C1C(C1)C)C